[2-(pyridin-4-yl)-1,7-naphthyridin-4-yl]Aminopentan-2-ol N1=CC=C(C=C1)C1=NC2=CN=CC=C2C(=C1)NCC(CCC)O